(2R)-N-(1-oxo-1-(((S)-3-oxo-1-((S)-2-oxopyrrolidin-3-yl)-4-(trifluoromethoxy)butan-2-yl)amino)-3-(tetrahydro-2H-pyran-4-yl)propan-2-yl)tetrahydrofuran-2-carboxamide O=C(C(CC1CCOCC1)NC(=O)[C@@H]1OCCC1)N[C@@H](C[C@H]1C(NCC1)=O)C(COC(F)(F)F)=O